Cl.Cl.Cl.FC1=C2C=C(N=NC2=CC(=C1)C=1C=C(C=2N(N1)C=C(N2)C)OCCCN2C=NC=C2)C2CCNCC2 5-Fluoro-7-{8-[3-(1H-imidazol-1-yl)propoxy]-2-methylimidazo[1,2-b]pyridazin-6-yl}-3-(piperidin-4-yl)cinnoline tri-hydrochloride